C(CCCCC)OC(CCCC/C=C/CCO)OCCCCCC (3E)-9,9-dihexyloxy-3-nonen-1-ol